FC=1C=C(CNC2=C3N(C(C=N2)=O)C(CC3)C(=O)O)C=C(C1)C ((3-fluoro-5-methylbenzyl)amino)-4-oxo-4,6,7,8-tetrahydropyrrolo[1,2-a]pyrazine-6-carboxylic acid